CN1CCN(CC1)C1CCNCC1 4-(4-methyl-1-piperazinyl)piperidine